C(C)OC1=C(C=CC(=N1)[C@@H](CS(=O)(=O)C)N1C(C=2C(C1=O)=CSC2NC(CN2CCCC2)=O)=O)OC (S)-N-(5-(1-(6-ethoxy-5-methoxypyridin-2-yl)-2-(methylsulfonyl)ethyl)-4,6-dioxo-5,6-dihydro-4H-thieno[3,4-c]pyrrol-1-yl)-2-(pyrrolidin-1-yl)acetamide